Dansyl-Cadaverin S(=O)(=O)(C1=CC=CC=2C(N(C)C)=CC=CC12)NCCCCCN